C12CN(CC2C1)C=1C2=C(N=CN1)C1=C(S2)N=C(C(=C1C)Cl)C 4-(3-azabicyclo[3.1.0]hexane-3-yl)-8-chloro-7,9-dimethyl-pyrido[3',2':4,5]thieno[3,2-d]pyrimidine